COC1(CCN(CC1)C(C=CC=1C=NN2C1NC(C(=C2)C(=O)N)=O)=O)C 3-(4-methoxy-4-methylpiperidin-1-yl-3-oxoprop-1-en-1-yl)-5-oxo-4,5-dihydropyrazolo[1,5-a]pyrimidine-6-carboxamide